C1(=CC=CC=C1)C(C1=CC=CC=C1)(C1=CC=CC=C1)C(=C1OCOC1C)N 4-(triphenylmethyl-aminomethylene)-5-methyl-1,3-dioxole